N-[1-(azidomethyl)-2-methyl-propyl]carbamic acid benzyl ester C(C1=CC=CC=C1)OC(NC(C(C)C)CN=[N+]=[N-])=O